OCCC1=CC=C(CN2N=C(C(=C2)C(=O)OC)COC)C=C1 methyl 1-(4-(2-hydroxyethyl)benzyl)-3-(methoxymethyl)-1H-pyrazole-4-carboxylate